3-methyl-1-(4-phenylthiazol-2-yl)-1H-pyrazol-5-ol CC1=NN(C(=C1)O)C=1SC=C(N1)C1=CC=CC=C1